N-(4-cyclobutyl-3-(cyclopropylmethyl)-1-methyl-1H-pyrazol-5-yl)-2-(1-(trifluoromethyl)cyclopropyl)acetamide C1(CCC1)C=1C(=NN(C1NC(CC1(CC1)C(F)(F)F)=O)C)CC1CC1